N-(3-(((2-((4-(((2-(2,6-dioxopiperidin-3-yl)-4-fluoro-1-oxoisoindolin-5-yl)methyl)amino)phenyl)amino)-5-(trifluoromethyl)pyrimidin-4-yl)amino)methyl)phenyl)-N-methylmethanesulfonamide O=C1NC(CCC1N1C(C2=CC=C(C(=C2C1)F)CNC1=CC=C(C=C1)NC1=NC=C(C(=N1)NCC=1C=C(C=CC1)N(S(=O)(=O)C)C)C(F)(F)F)=O)=O